NC1=C(C(=O)[O-])C=CC=C1 ortho-aminobenzoate